7-(4-aminopiperidin-1-yl)-4-chloro-1H-indole-3-carbonitrile NC1CCN(CC1)C=1C=CC(=C2C(=CNC12)C#N)Cl